C12CNCC2N1C1CN(CC1)C=1C2=CN(N=C2C(=CC1)C(=O)NC=1C=C(C=2N(C1)C=C(N2)C)F)C 4-(3-{3,6-diazabicyclo[3.1.0]hexan-6-yl}pyrrolidin-1-yl)-N-{8-fluoro-2-methylimidazo[1,2-a]pyridin-6-yl}-2-methylindazole-7-carboxamide